2-benzylthioinosine-5'-phosphate P(=O)(O)(O)OC[C@@H]1[C@H]([C@H]([C@@H](O1)N1C=NC=2C(S)=NC(=NC12)CC1=CC=CC=C1)O)O